2-(2-chlorophenyl)-N-[6-(4-fluoro-1H-pyrazol-1-yl)-5-sulfamoylpyridin-3-yl]acetamide trans-Methyl-3-aminocyclobutanecarboxylate COC(=O)[C@@H]1C[C@H](C1)N.ClC1=C(C=CC=C1)CC(=O)NC=1C=NC(=C(C1)S(N)(=O)=O)N1N=CC(=C1)F